N-(4-Methyl-3-((4-(pyridin-3-yl)pyrimidin-2-yl)amino)phenyl)-2-oxo-3-(propan-2-ylidene)indoline-5-sulfonamide CC1=C(C=C(C=C1)NS(=O)(=O)C=1C=C2C(C(NC2=CC1)=O)=C(C)C)NC1=NC=CC(=N1)C=1C=NC=CC1